N'-[3-(aminomethyl)-3,5,5-trimethylcyclohexyl]hexane-1,6-diamine NCC1(CC(CC(C1)(C)C)NCCCCCCN)C